[2-(methylamino)-4-oxo-7-(propan-2-yl)-4H,5H-furo[2,3-d]pyridazin-5-yl]-N-(pyrimidin-2-yl)acetamide CNC1=CC2=C(C(=NN(C2=O)CC(=O)NC2=NC=CC=N2)C(C)C)O1